pentyl ethanoate (amyl acetate) C(CCCC)CC(=O)O.C(C)(=O)OCCCCC